ClC=1C(=NC=C(C1)C#CCOC)N 3-chloro-5-(3-methoxyprop-1-ynyl)pyridin-2-amine